bislauryl Thiodipropionate S(CCC(=O)OCCCCCCCCCCCC)CCC(=O)OCCCCCCCCCCCC